(2S,9R)-2,9-decanediol C[C@@H](CCCCCC[C@@H](C)O)O